di(methoxy)chalcone CO\C(=C(/C1=CC=CC=C1)\OC)\C(=O)C1=CC=CC=C1